N-Cyclopropyl-N-((4aS,6S)-1-(4-fluorophenyl)-4a-(hydroxymethyl)-4,4a,5,6,7,8-hexahydro-1H-benzo[f]indazol-6-yl)-1-methyl-1H-imidazole-4-sulfonamide C1(CC1)N(S(=O)(=O)C=1N=CN(C1)C)[C@H]1CCC=2[C@](CC=3C=NN(C3C2)C2=CC=C(C=C2)F)(C1)CO